C(C)(C)(C)C=1C=C(C)C=C(C1O)C(C)(C)C 3,5-bis-tert-butyl-4-hydroxytoluene